7-amino-2-[3-(3,4-dimethoxyphenyl)-2-methylidene-3-oxopropyl]-4-(pyridin-3-yl)-2,3-dihydro-1H-isoindol-1-one NC=1C=CC(=C2CN(C(C12)=O)CC(C(=O)C1=CC(=C(C=C1)OC)OC)=C)C=1C=NC=CC1